4-hydroxy-5-(2,2,2-trifluoroethyl)pyrimido[5,4-b]indole-8-carboxylic acid OC1=NC=NC2=C1N(C=1C=CC(=CC21)C(=O)O)CC(F)(F)F